FC(C)(F)C1=C(C=CC(=C1)F)C1=C(C=2C(=C3C=NN(C3=CC2)C2OCCCC2)S1)OC1=CC=C(C=C1)/C=C/C (E)-3-(4-((2-(2-(1,1-Difluoroethyl)-4-fluorophenyl)-6-(tetrahydro-2H-pyran-2-yl)-6H-thieno[2,3-E]indazol-3-yl)oxyl)phenyl)prop-2-en